8-fluoro-1-(1-(2-(isoindolin-2-yl)-3,6-dimethyl-4-oxo-3,4-dihydroquinazolin-8-yl)ethyl)-2H-benzo[d][1,3]oxazine-2,4(1H)-dione FC1=CC=CC2=C1N(C(OC2=O)=O)C(C)C=2C=C(C=C1C(N(C(=NC21)N2CC1=CC=CC=C1C2)C)=O)C